1-(cyclohexylmethyl)-5-ethyl-4-(4,4,5,5-tetramethyl-1,3,2-dioxaborolan-2-yl)-1H-pyrazole C1(CCCCC1)CN1N=CC(=C1CC)B1OC(C(O1)(C)C)(C)C